NC1=C(C=C(C=N1)NC(C(=O)N1C(CCC(C1)C)C1=CC=C(S1)C(=O)N)=O)C 5-(1-(2-((6-amino-5-methylpyridin-3-yl)amino)-2-oxoacetyl)-5-methylpiperidin-2-yl)thiophene-2-carboxamide